FC(C1=NN(C=C1NC(OC(C)(C)C)=O)C1CCC(CC1)CN(C)C1C(CN(CC1)C1=CC=CC=2N(C(N(C21)C)=O)C2C(NC(CC2)=O)=O)(F)F)F Tert-butyl N-[3-(difluoromethyl)-1-[4-[[[1-[1-(2,6-dioxo-3-piperidyl)-3-methyl-2-oxo-benzimidazol-4-yl]-3,3-difluoro-4-piperidyl]-methyl-amino]methyl]cyclohexyl]pyrazol-4-yl]carbamate